ClC1=C(C(=CC=C1)F)NC(=O)C1=CC(=C(C=C1O[C@H](C(F)(F)F)C)N1N=CN(C1=O)C1CCC1)F 1-(4-[(2-chloro-6-fluorophenyl)carbamoyl]-2-fluoro-5-{[(2S)-1,1,1-trifluoropropan-2-yl]oxy}phenyl)-4-cyclobutyl-5-oxo-4,5-dihydro-1H-1,2,4-triazole